[N-](S(=O)(=O)C(F)(F)F)S(=O)(=O)C(F)(F)F.[N-](S(=O)(=O)C(F)(F)F)S(=O)(=O)C(F)(F)F.C(CCC)N1CCCC1 butyl-pyrrolidine bis(trifluoromethanesulfonimide) salt